CC=1CCCC(C1)C=1C(=C(C(=CC1O)CCCCC)C1=CC=NN1)O 5'-methyl-4-pentyl-3-(1H-pyrazol-5-yl)-1',2',3',4'-tetrahydro-[1,1'-biphenyl]-2,6-diol